ClC1=NSC(=C1Cl)C=1SCC(N1)C(=O)O 2-(3,4-dichloroisothiazol-5-yl)-4,5-dihydrothiazole-4-carboxylic acid